FC(C(=O)O)(C(F)(F)F)OC(C(F)(F)F)(C(F)(F)F)F perfluoro(2-propoxy)propionic acid